ethyl 4-chloro-1-(2,6-difluorophenyl)-1H-pyrazolo[3,4-b]pyridine-5-carboxylate ClC1=C2C(=NC=C1C(=O)OCC)N(N=C2)C2=C(C=CC=C2F)F